2,4,6-trifluoro-1,3,5-triacetyl-benzene FC1=C(C(=C(C(=C1C(C)=O)F)C(C)=O)F)C(C)=O